1-(((E)-3-fluoro-2-hydroxy-5-((E)-4-(pyrrolidin-1-yl)styryl)benzylidene)amino)imidazolidine-2,4-dione FC=1C(=C(\C=N\N2C(NC(C2)=O)=O)C=C(C1)\C=C\C1=CC=C(C=C1)N1CCCC1)O